FC1=C(OC2=CC3=C(N=C(N=C3)NCCC=3C=NC=CC3)N(C2=O)C)C=CC=C1 6-(2-fluorophenoxy)-8-methyl-2-[(2-pyridin-3-ylethyl)amino]pyrido[2,3-d]pyrimidin-7(8H)-one